octane-HCl Cl.CCCCCCCC